2-[4-(2-amino-1,6-dimethyl-benzoimidazol-4-yl)-2-methyl-pyrazol-3-yl]benzonitrile NC1=NC2=C(N1C)C=C(C=C2C2=C(N(N=C2)C)C2=C(C#N)C=CC=C2)C